2-benzyloxy-4-fluoro-6-(2-tetrahydropyran-4-ylethynyl)benzaldehyde C(C1=CC=CC=C1)OC1=C(C=O)C(=CC(=C1)F)C#CC1CCOCC1